3-propylene sebacate C1(CCCCCCCCC(=O)OC(CO1)C)=O